NC(CC(C(=O)OC(C)(C)C)P(=O)(OCC)OCC)=S tert-butyl 4-amino-2-(diethoxyphosphoryl)-4-thioxobutanoate